ClC1=C(C=C(C=C1)C=1N=C(C=2C=CC(=C(C2C1)N)C)N)CN(C)C (4-chloro-3-((dimethylamino)methyl)phenyl)-6-methylisoquinoline-1,5-diamine